N1C=C(C2=CC=CC=C12)C[C@@H](C=1OC(=NN1)C)NC(=O)C1(CC2=CC=CC=C2C1)CC(=O)OC(C)(C)C tert-butyl (S)-2-(2-((2-(1H-indol-3-yl)-1-(5-methyl-1,3,4-oxadiazol-2-yl)ethyl)-carbamoyl)-2,3-dihydro-1H-inden-2-yl)acetate